6-fluoro-N-(2-methoxy-4-nitrophenyl)benzo[d]oxazol-2-amine FC1=CC2=C(N=C(O2)NC2=C(C=C(C=C2)[N+](=O)[O-])OC)C=C1